CNCC1=CC=C(C=C1)C1=CN=C(N1)C1N(CCCC1)C(C(C)SC)=O 1-(2-(5-(4-((methylamino)methyl)phenyl)-1H-imidazol-2-yl)piperidin-1-yl)-2-(methyl-thio)propan-1-one